thio-2-nitrobenzoic acid C1=CC(=C(C(=C1)S)[N+](=O)[O-])C(=O)O